C1(CC1)(C1CC1)N1CCC(CC1)N1N=CC=C1 1-(1-([1,1'-bi(cyclopropan)]-1-yl)piperidin-4-yl)-1H-pyrazol